thyronine-13C6 N[13C@@H]([13CH2][13C]1=[13CH][13CH]=[13C](C=C1)OC1=CC=C(C=C1)O)C(=O)O